5-((4,6-difluoro-5-(4'-(1-(2-(2-hydroxyethoxy)ethyl)-1H-pyrazol-3-yl)-[1,1'-biphenyl]-4-yl)-1H-benzo[d]imidazol-2-yl)oxy)-2-methylbenzoic acid FC1=C(C(=CC=2NC(=NC21)OC=2C=CC(=C(C(=O)O)C2)C)F)C2=CC=C(C=C2)C2=CC=C(C=C2)C2=NN(C=C2)CCOCCO